4-(3-cyclopropyl-7-methyl-2-(4-(methylsulfonyl)phenyl)-3H-imidazo[4,5-b]pyridin-5-yl)benzaldehyde C1(CC1)N1C(=NC=2C1=NC(=CC2C)C2=CC=C(C=O)C=C2)C2=CC=C(C=C2)S(=O)(=O)C